BrC1=CC(=C(C=C1)S(=O)(=O)N1CCN(C2=CC=CC(=C12)C)C)C 4-(4-bromo-2-methylbenzenesulfonyl)-1,5-dimethyl-1,2,3,4-tetrahydroquinoxaline